NC1=C(C(N(C2=NC(=CC=C12)OC(F)F)C1=CC=C(C=C1)N)=O)C(=O)OC([2H])([2H])[2H] methyl-d3 4-amino-1-(4-aminophenyl)-7-(difluoromethoxy)-2-oxo-1,2-dihydro-1,8-naphthyridine-3-carboxylate